4,4-bis(octyloxy)butanoic acid 6-bromohexyl ester BrCCCCCCOC(CCC(OCCCCCCCC)OCCCCCCCC)=O